N1=C(C=CC=C1)C(\C=C\C1=NC=CC=C1)=O (E)-1,3-di(pyridin-2-yl)prop-2-en-1-one